C(C)(C)N(P(OCCC#N)O[C@@H]1[C@H](O[C@H]([C@@H]1F)N1C(NC(C=C1)=O)=O)OCP(=O)(OCC)OCC)C(C)C 2-cyanoethyl ((2R,3R,4R,5R)-2-((diethoxyphosphoryl)methoxy)-5-(2,4-dioxo-3,4-dihydropyrimidin-1(2H)-yl)-4-fluorotetrahydrofuran-3-yl) diisopropylphosphoramidite